COC1=CC=C(C=C1)CN1N=C(C=C(C1=O)C)CCCCC(N1CCN(CC1)C1=NC=C(C=N1)C(F)(F)F)=O 2-[(4-methoxyphenyl)methyl]-4-methyl-6-[5-oxo-5-[4-[5-(trifluoromethyl)pyrimidin-2-yl]piperazin-1-yl]pentyl]pyridazin-3-one